COC(=O)C1CC2(C(NC3=NC=C(C(=C32)Cl)Br)=O)CCC1=O.C(C)(C)[Si](Cl)(CCCCCCCCCCCCCCCCCC)C(C)C Diisopropyl-octadecyl-chlorosilane Methyl-5'-bromo-4'-chloro-2',4-dioxo-1',2'-dihydrospiro[cyclohexane-1,3'-pyrrolo[2,3-b]pyridine]-3-carboxylate